C1(CC1)C1=NC=NC(=C1C1=NN2C(N(C(CC2)=O)[C@@H](C)C2=CC(=C(C=C2)C=2N(C=C(N2)C(F)(F)F)C(C)C)OC)=C1)OC (S)-2-(4-cyclopropyl-6-methoxypyrimidin-5-yl)-4-(1-(4-(1-isopropyl-4-(trifluoromethyl)-1H-imidazol-2-yl)-3-methoxyphenyl)ethyl)-6,7-dihydropyrazolo[1,5-a]pyrimidin-5(4H)-one